allyl-3,4-dimethyl-pyrrole-2,5-dione C(C=C)N1C(C(=C(C1=O)C)C)=O